C(#N)CCP(O[C@H]1[C@@H](O[C@@H]([C@H]1O)CO)N1C=NC=2C(N)=NC=NC12)N(C(C)C)C(C)C 2'-O-((2-cyanoethyl)(diisopropylamino)phosphino)adenosine